N[C@H](C(=O)NS(=O)(=O)C1=C(C=C(C=C1)F)F)[C@@H](C)OCC1CCCCC1 (2S,3R)-2-amino-3-(cyclohexylmethoxy)-N-((2,4-difluorophenyl)sulfonyl)butanamide